(Z)-5-((1H-indol-3-yl)methylene)-2-((4-butylphenyl)amino)thiazol-4(5H)-one N1C=C(C2=CC=CC=C12)\C=C/1\C(N=C(S1)NC1=CC=C(C=C1)CCCC)=O